8-(1-{2-[4-(2,3-dimethylphenyl)piperazin-1-yl]-2-oxoethyl}-1,4,5,6-tetrahydrocyclopenta[c]pyrazole-3-carbonyl)-3-oxa-1,8-diazaspiro[4.5]decan-2-one CC1=C(C=CC=C1C)N1CCN(CC1)C(CN1N=C(C2=C1CCC2)C(=O)N2CCC1(COC(N1)=O)CC2)=O